methyl 2-benzamido-2-phenylacetate C(C1=CC=CC=C1)(=O)NC(C(=O)OC)C1=CC=CC=C1